C1=NC=CC2=C(C=CC=C12)N1N=C(NC1=O)[C@@H]1CN(CCC1)C1CC2(CC(C2)NC(OC(C)(C)C)=O)C1 tert-butyl (S)-(6-(3-(1-(isoquinolin-5-yl)-5-oxo-4,5-dihydro-1H-1,2,4-triazol-3-yl)piperidin-1-yl)spiro[3.3]heptan-2-yl)carbamate